FC1=C(C(=CC=C1)F)C1=N[C@H](C2=NC(C=CN2C=2SC=3CCCCCC3C12)=O)C (8S)-10-(2,6-difluorophenyl)-8-methyl-19-thia-2,6,9-triazatetracyclo[9.8.0.02,7.012,18]nonadeca-1(11),3,6,9,12(18)-pentaen-5-one